C(C)C1=C2C(=CC(=CC2=CC=C1F)O)N1CC=2N=C(N=C(C2CC1)N1CC(CCCCC1)S(=O)(=O)C)OC[C@]12CCCN2C[C@@H](C1)F 5-ethyl-6-fluoro-4-(2-(((2R,7aS)-2-fluorotetrahydro-1H-pyrrolizin-7a(5H)-yl)methoxy)-4-(3-(methylsulfonyl)azocan-1-yl)-5,8-dihydropyrido[3,4-d]pyrimidin-7(6H)-yl)naphthalen-2-ol